4-(3-((R)-3-Aminopiperidin-1-carbonyl)-1-(2-fluoro-4-((R)-3-methoxypyrrolidin-1-yl)phenyl)-1H-pyrazol-5-yl)-2-fluorobenzonitril N[C@H]1CN(CCC1)C(=O)C1=NN(C(=C1)C1=CC(=C(C#N)C=C1)F)C1=C(C=C(C=C1)N1C[C@@H](CC1)OC)F